propyltriazole C(CC)C=1N=NNC1